N1(CCCC1)C(=O)OC1=C(C(=CC=C1)C(=O)OCC1C2=CC=CC=C2C=2C=CC=CC12)CC1=CC=C(C=C1)NC1=NC=C(C(=N1)NC1=C(C=CC=C1)C(NC)=O)C(F)(F)F ((((9H-fluoren-9-yl) methoxy) carbonyl) (4-((4-((2-(methylcarbamoyl) phenyl) amino)-5-(trifluoromethyl) pyrimidin-2-yl) amino) benzyl) phenyl) pyrrolidine-1-carboxylate